C(=O)C1=CC(=CS1)C=1C=CC(=NC1)C1=CC(=C(C2=CC=CC=C12)O)C(=O)N(C)C 4-[5-(5-formylthiophene-3-yl)pyridin-2-yl]-1-hydroxy-N,N-dimethylnaphthalene-2-carboxamide